rac-(3aR,5r,6aS)-2-(2-(6-fluoro-5-hydroxypyridin-2-yl)-2-hydroxyethyl)-5-(3-methoxybenzyl)octahydro-cyclopenta[c]pyrrol-5-ol FC1=C(C=CC(=N1)C(CN1C[C@@H]2[C@H](C1)CC(C2)(O)CC2=CC(=CC=C2)OC)O)O |r|